C(C)C1=C(OC2=C1C=CC(=C2)SC)C(C)=O 1-(3-ethyl-6-(methylthio)benzofuran-2-yl)ethan-1-one